NC1=NC=C(C=2C1=CN(N2)C2OCCCC2)NC(=O)C(=O)N(C(C)C2=C(C=C(C=C2)C(C(F)(F)F)(F)F)F)CC N-(4-amino-2-tetrahydropyran-2-yl-pyrazolo[4,3-c]pyridin-7-yl)-N'-ethyl-N'-[1-[2-fluoro-4-(1,1,2,2,2-pentafluoroethyl)phenyl]ethyl]oxamide